5-propylphenolate C(CC)C=1C=CC=C(C1)[O-]